2-HYDROXY-CYCLOHEXYLISOCYANIDE OC1C(CCCC1)[N+]#[C-]